3-(5-(trifluoromethyl)pyridin-3-yl)urea FC(C=1C=C(C=NC1)NC(N)=O)(F)F